C(C)(C)(C)OC(=O)NCC1=CC(=C(C=C1)NC(=O)C1=CC2=C(OCCC3=C2SC=C3)C=C1C=1C(=NC(=CC1)C(NCC1(CCC1)CO)=O)C(=O)OC)C methyl 3-(9-((4-(((tert-butoxycarbonyl)amino)methyl)-2-methylphenyl)carbamoyl)-4,5-dihydrobenzo[b]thieno[2,3-d]oxepin-8-yl)-6-(((1-(hydroxymethyl)cyclobutyl)methyl)carbamoyl)picolinate